(E)-2-(3-bromo-4-(methoxymethoxy)phenylvinyl)-N-ethyl-N-(2-(2-fluoroethoxy)ethyl)-5-methylbenzothiazol-6-amine BrC=1C=C(C=CC1OCOC)/C=C/C=1SC2=C(N1)C=C(C(=C2)N(CCOCCF)CC)C